[(2,6-difluoro-3-nitrophenyl)methyl]-1H-pyrazolo[3,4-b]pyridin-5-amine FC1=C(C(=CC=C1[N+](=O)[O-])F)CN1N=CC=2C1=NC=C(C2)N